FC1=C(C(=O)N[C@@H](C(=O)N2CCC3([C@@H](CN(C3)C)C3=CC=C(C=C3)F)CC2)C(C)C)C=C(C=C1)C(F)(F)F 2-fluoro-N-((R)-1-((S)-4-(4-fluorophenyl)-2-methyl-2,8-diazaspiro[4.5]decan-8-yl)-3-methyl-1-oxobutan-2-yl)-5-(trifluoromethyl)benzamide